C1N(CC2=CC=CC=C12)C1=CC(=NC2=C(N=CC=C12)C1=CC=NN1)N1CCOCC1 4-(1,3-dihydro-2H-isoindol-2-yl)-2-(morpholin-4-yl)-8-(1H-pyrazol-5-yl)-1,7-naphthyridine